N-((4-cyanophenyl)sulfinyl)-4-(5-(3,5-dichloro-4-fluorophenyl)-5-(trifluoromethyl)-4,5-dihydroisoxazol-3-yl)-2-methylbenzamide C(#N)C1=CC=C(C=C1)S(=O)NC(C1=C(C=C(C=C1)C1=NOC(C1)(C(F)(F)F)C1=CC(=C(C(=C1)Cl)F)Cl)C)=O